OC(C)(C)C1=NC(=NC=C1)OC1=CC=C(C=C1)C(C)(C)C1=CC=C(OC2CC(C2)NC(OC(C)(C)C)=O)C=C1 tert-butyl ((1r,3r)-3-(4-(2-(4-((4-(2-hydroxylpropan-2-yl)pyrimidin-2-yl)oxy) phenyl)propan-2-yl)phenoxy)cyclobutyl)carbamate